NC=1C(=NC=C(N1)N1CCC(CC1)(C)N)SC=1C(=C(C=CC1)N1CCN(CC1)CC1=CC=C(C=C1)C1C(NC(CC1)=O)=O)Cl 3-(4-((4-(3-((3-amino-5-(4-amino-4-methylpiperidin-1-yl)pyrazin-2-yl)thio)-2-chlorophenyl)piperazin-1-yl)methyl)phenyl)piperidine-2,6-dione